FC1=C(C=C(C=C1)N)N 4-fluorobenzene-1,3-diamine